4-(4-phenoxyphenoxy)benzophenone O(C1=CC=CC=C1)C1=CC=C(OC2=CC=C(C(=O)C3=CC=CC=C3)C=C2)C=C1